3-(3-fluoro-2-methylanilino)-2-{3-[(2-methyloxetan-2-yl)methoxy]pyridin-4-yl}-1,5,6,7-tetrahydro-4H-pyrrolo[3,2-c]pyridin-4-one FC=1C(=C(NC2=C(NC3=C2C(NCC3)=O)C3=C(C=NC=C3)OCC3(OCC3)C)C=CC1)C